FC1=CC(=C(C=C1)NC(C)C=1C=C(C=C2C(=C(C(=NC12)C1CCOCC1)C)C#N)C)N1CCC(CC1)O 8-(1-((4-fluoro-2-(4-hydroxypiperidin-1-yl)phenyl)amino)ethyl)-3,6-dimethyl-2-(tetrahydro-2H-pyran-4-yl)quinoline-4-carbonitrile